3-(2-(2-oxoethoxy)-5-(trifluoromethyl)pyridin-3-yl)urea O=CCOC1=NC=C(C=C1NC(N)=O)C(F)(F)F